tert-butyl (4R)-4-((5-bromooxazol-2-yl)(ethoxy)methyl)-2,2-dimethyloxazolidine-3-carboxylate BrC1=CN=C(O1)C([C@@H]1N(C(OC1)(C)C)C(=O)OC(C)(C)C)OCC